4-(((Tert-Butoxycarbonyl)amino)methyl)-1-oxo-1,2-dihydro-phthalazine-6-carboxylic acid methyl ester COC(=O)C=1C=C2C(=NNC(C2=CC1)=O)CNC(=O)OC(C)(C)C